ClC1=NC=C(C(=N1)OCC1=CC=C(C=C1)C=1N(C=C(N1)C(F)(F)F)C)SC 2-chloro-5-methylsulfanyl-4-[[4-[1-methyl-4-(trifluoromethyl)imidazol-2-yl]phenyl]methoxy]pyrimidine